NCCCCCC(=O)N 4-aminobutylacetamide